1-(4-cyclobutyl-3-(3,3-difluoro-cyclobutyl)-1-methyl-1H-pyrazol-5-yl)-3-(3,3-difluorocyclobutyl)urea C1(CCC1)C=1C(=NN(C1NC(=O)NC1CC(C1)(F)F)C)C1CC(C1)(F)F